4-chloro-6-methyl-thieno[2,3-b]pyridine ClC1=C2C(=NC(=C1)C)SC=C2